n-decaneol C(CCCCCCCCC)O